C1=CC=CC=2C3=CC=CC=C3C(C12)COC(=O)N[C@H](C(=O)O)CC=C (2S)-2-(9H-fluoren-9-ylmethoxycarbonylamino)pent-4-enoic acid